CC(C(C)=NO)(NCCCNC(C(C)=NO)(C)C)C 3,3,9,9-tetramethyl-4,8-diazaundecan-2,10-dion-dioxim